BrC1=C(C=CC=C1C)CC(=O)O 2-bromo-3-methylphenylacetic acid